propyl-leucin C(CC)N[C@@H](CC(C)C)C(=O)O